N-(trans-4-(difluoromethoxy)cyclohexyl)-5-(imidazo[1,2-a]pyridin-6-yl)pyrrolo[2,1-f][1,2,4]triazin-2-amine FC(O[C@@H]1CC[C@H](CC1)NC1=NN2C(C=N1)=C(C=C2)C=2C=CC=1N(C2)C=CN1)F